N1C=NC=C1CC#N 2-(1H-imidazol-5-yl)acetonitrile